tert-butyl (6-(hydroxymethyl)pyridin-2-yl)carbamate OCC1=CC=CC(=N1)NC(OC(C)(C)C)=O